OC(COC=1C=C(C=2N(C1)N=CC2C#N)C=2C=NC(=CC2)N2CC1N(C(C2)C1)CC1=NC(=NO1)C(F)(F)F)(C)C 6-(2-Hydroxy-2-methylpropyloxy)-4-(6-(6-((3-(trifluoromethyl)-1,2,4-oxadiazol-5-yl)methyl)-3,6-diazabicyclo[3.1.1]hept-3-yl)pyridin-3-yl)pyrazolo[1,5-a]pyridine-3-carbonitrile